C[C@]([C@@H](OCOCCOC)C=C)(CCCO[Si](C(C)(C)C)(C)C)O (8S,9R)-9,14,14,15,15-pentamethyl-8-vinyl-2,5,7,13-tetraoxa-14-silahexadecan-9-ol